CC1=C(C=NN1C1CCNCC1)C=1C=C(C=2N(C1)N=CC2C#N)O[C@H](C)C2=NC=CC=C2 6-[5-methyl-1-(4-piperidyl)pyrazol-4-yl]-4-[(1R)-1-(2-pyridyl)ethoxy]pyrazolo[1,5-a]pyridine-3-carbonitrile